ClC=1C=C(C=C(C1)C(C)(C)C1=CC=C(C=C1)Cl)NC(=O)C1=CC2=C(S1)C=CC(=C2)CS(=O)(=N)C N-(3-Chloro-5-(2-(4-chlorophenyl)propan-2-yl)phenyl)-5-((S-methylsulfonimidoyl)methyl)benzo[b]thiophen-2-carboxamid